C[C@@H]1CN(C(=CC1)C1=CC(=CC=C1)C(F)(F)F)C(=O)OC(C)(C)C (S)-tert-butyl 3-methyl-6-(3-(trifluoromethyl)phenyl)-3,4-dihydropyridine-1(2H)-carboxylate